C1=C(C=CC2=CC=CC=C12)C1=CN=C(N1)[C@H](CCCCNC(OCC1=CC=CC=C1)=O)NC(=O)C1=CN=CS1 (S)-benzyl (5-(5-(naphthalen-2-yl)-1H-imidazol-2-yl)-5-(thiazole-5-carboxamido)pentyl)carbamate